7-(Cyclopropylamino)-5-((4-(2,5-dihydro-1H-pyrrol-3-yl)-3-((methylsulfonyl)methyl)phenyl)amino)pyrazolo[1,5-a]pyrimidin-3-carbonitril C1(CC1)NC1=CC(=NC=2N1N=CC2C#N)NC2=CC(=C(C=C2)C=2CNCC2)CS(=O)(=O)C